BrC=1C(=NC(=C(C1C)Br)C)C#N 3,5-dibromo-4,6-dimethyl-picolinenitrile